1,2-Diaminoheptan NCC(CCCCC)N